N1(CCC1)C(=O)N1[C@H]([C@H](CC1)NC(C(=O)N(C)C)=O)CC=1C=C(C=CC1)C1=CC(=CC=C1)F N~2~-{(2S,3S)-1-(Azetidine-1-carbonyl)-2-[(3'-fluoro[1,1'-biphenyl]-3-yl)methyl]pyrrolidin-3-yl}-N~1~,N~1~-dimethylethanediamide